N-ethyl-2-(6-hydroxy-2,7-dimethylindazol-5-yl)-6-(piperazin-1-yl)quinazoline-4-carboxamide C(C)NC(=O)C1=NC(=NC2=CC=C(C=C12)N1CCNCC1)C1=CC2=CN(N=C2C(=C1O)C)C